Cl.C(C1=CC=CC=C1)OC=1C=C2C(N(C=NC2=CC1)C1=CC=C(C=C1)N1CCC(CC1)OC1CCNCC1)=O 6-(benzyloxy)-3-{4-[4-(piperidin-4-yloxy)piperidin-1-yl]phenyl}quinazolin-4-one hydrochloride